5-bromo-2-(1-(2,6-dioxopiperidin-3-yl)-1H-1,2,3-triazol-4-yl)phenyl sulfurofluoridate S(OC1=C(C=CC(=C1)Br)C=1N=NN(C1)C1C(NC(CC1)=O)=O)(=O)(=O)F